FC(OC=1C=2N(C=C(C1)C(F)(F)F)C[C@@]1(CC(=CC3=C(C=CC=C13)F)F)N2)F (1'S,3'S)-8-(difluoromethoxy)-3',5'-difluoro-6-(trifluoromethyl)-2'H,3H-spiro[imidazo[1,2-a]pyridine-2,1'-naphthalen]